NC1=[N+](C=CC=C1C1=CC(=NO1)CC1=CC=C(C=C1)COC1=NC=CC=C1)CCP(O)([O-])=O hydrogen (2-(2-amino-3-(3-(4-((pyridin-2-yloxy)methyl)benzyl)isoxazol-5-yl)pyridin-1-ium-1-yl)ethyl)phosphonate